FC1=C(C=C(C=N1)C=1C=CC=C(C1)O)OC 5-(6-fluoro-5-methoxypyridin-3-yl)phenol